C(CCC)C(CO)CO 2-butylpropane-1,3-diol